tert-Butyl N-{[4-({2-amino-4-chloro-5H-pyrrolo[3,2-d]pyrimidin-5-yl}methyl)phenyl]methyl}carbamate NC=1N=C(C2=C(N1)C=CN2CC2=CC=C(C=C2)CNC(OC(C)(C)C)=O)Cl